[Si](C)(C)(C(C)(C)C)OCC12CC(CC(CC1)(O2)CO[Si](C)(C)C(C)(C)C)C2=CC=C(C(=N2)C2=CCC(CC2)(C)C)NC(OC(C)(C)C)=O tert-butyl N-[6-[1,5-bis[[tert-butyl(dimethyl)silyl]oxymethyl]-8-oxabicyclo[3.2.1]octan-3-yl]-2-(4,4-dimethylcyclohexen-1-yl)-3-pyridyl]carbamate